7-benzyl-9,9-difluoro-2,4,6,7,8,9-hexahydroimidazo[1,2-a]Pyrido[3,4-e]Pyrimidine-5(1H)-one C(C1=CC=CC=C1)N1CC=2C(NC=3N(C2C(C1)(F)F)CCN3)=O